NC1=NC=CC(=C1)C#CC1=CN=C2N1C=C(N=C2)C2=CC(=C(C=C2)C2COCCN2C=O)F 3-(4-(3-((2-aminopyridin-4-yl)ethynyl)imidazo[1,2-a]pyrazin-6-yl)-2-fluorophenyl)(morpholino)methanone